O=C1NC(CCC1N1C(N(C2=C1C=CC=C2CCN2C[C@H]1CC[C@@H](C2)N1C(=O)OC(C)(C)C)C)=O)=O tert-butyl (1R,5S)-3-[2-[1-(2,6-dioxo-3-piperidyl)-3-methyl-2-oxo-benzimidazol-4-yl] ethyl]-3,8-diazabicyclo[3.2.1]octane-8-carboxylate